4-acetoxyl-2,2,6,6-tetramethylpiperidine O(C(=O)C)C1CC(NC(C1)(C)C)(C)C